1,5-dimethyl-1H-pyrrolo[3,2-c]pyridin-5-ium iodide [I-].CN1C=CC=2C=[N+](C=CC21)C